C(C)(C)(C)OC(N[C@@H]1CN(CCC1)C1=CC(=NC=C1C1=CC=2OCC(N(C2N=C1)C)=O)Cl)=O.ClC=1C(=C(C=CC1)C(=O)C1CCC1)F (3-Chloro-2-fluorophenyl)(cyclobutyl)methanone tert-butyl-N-[(3S)-1-[2-chloro-5-(4-methyl-3-oxo-pyrido[3,2-b][1,4]oxazin-7-yl)-4-pyridyl]-3-piperidyl]carbamate